N1=CNC2=NC=CC(=C21)C=2C=NN(C2)C2=CC=C(C=N2)C(CCC(F)(F)F)S(=O)(=O)NC (6-(4-(3H-imidazo[4,5-b]pyridin-7-yl)-1H-pyrazol-1-yl)pyridin-3-yl)-4,4,4-trifluoro-N-methylbutane-1-sulfonamide